(S)-2-(2-(2-hydroxy-2-methylpropanoyl)-6-(3-methyl-1H-pyrrolo[2,3-b]pyridin-5-yl)-1,2,3,4-tetrahydroisoquinolin-8-yl)pyrrolidine-1-carboxylic acid tert-butyl ester C(C)(C)(C)OC(=O)N1[C@@H](CCC1)C=1C=C(C=C2CCN(CC12)C(C(C)(C)O)=O)C=1C=C2C(=NC1)NC=C2C